CNC(=O)C=1SC=C2C1C(NC2)=O N-methyl-6-oxo-5,6-dihydro-4H-thieno[3,4-c]pyrrole-1-carboxamide